FC(C(=O)O)(C=1C(=CC=C2C=CC=NC12)F)F 2,2-difluoro-2-(7-fluoro-8-quinolinyl)acetic acid